rac-(3aR,5r,6aS)-5-(4-chlorobenzyl)-2-(2-hydroxy-2-(5-hydroxypyridin-2-yl)ethyl)octahydrocyclopenta[c]pyrrol-5-ol ClC1=CC=C(CC2(C[C@@H]3[C@@H](CN(C3)CC(C3=NC=C(C=C3)O)O)C2)O)C=C1 |r|